6-chloro-3-(1-(3-cyclopropyl-6-fluoro-4-oxo-2-(tetrahydro-2H-pyran-4-yl)-3,4-dihydroquinazolin-8-yl)ethoxy)picolinic acid ClC1=CC=C(C(=N1)C(=O)O)OC(C)C=1C=C(C=C2C(N(C(=NC12)C1CCOCC1)C1CC1)=O)F